BrC=1C=NC2=CN=C(C=C2C1)CNC(OC(C)(C)C)=O tert-Butyl ((3-bromo-1,7-naphthyridin-6-yl)methyl)carbamate